ethyl 2-((5-(4-fluorophenyl)isoxazol-3-yl)methyl)oxazole-4-carboxylate FC1=CC=C(C=C1)C1=CC(=NO1)CC=1OC=C(N1)C(=O)OCC